2-(3-Morpholinocyclobutoxy)-N-[(1S,2S)-2-methylcyclopropyl]thieno[2,3-d]thiazole-5-carboxamide O1CCN(CC1)C1CC(C1)OC=1SC2=C(N1)SC(=C2)C(=O)N[C@@H]2[C@H](C2)C